C(#N)C=1C=NN(C1NC(=O)O[C@H](C)C1=CC=CC=C1)C1=CC=C(C=C1)C1=CC=C(C=C1)C1(CC1)C(=O)O (R)-1-(4'-(4-cyano-5-(((1-phenylethoxy)carbonyl)amino)-1H-pyrazol-1-yl)-[1,1'-biphenyl]-4-yl)cyclopropane-1-carboxylic acid